n-octyl-cycloundecane C(CCCCCCC)C1CCCCCCCCCC1